1,3-Dimethoxy-1,3-dihydroisobenzofuran-5-carboxylic acid succinimidyl ester C1(CCC(N1OC(=O)C=1C=C2C(OC(C2=CC1)OC)OC)=O)=O